N(=O)[Pt]N=O Dinitrosoplatinum